3-hydroxynaphthalene-2-yl trifluoromethanesulfonate FC(S(=O)(=O)OC1=CC2=CC=CC=C2C=C1O)(F)F